C(C1=CC=CC=C1)OC(=O)C1(CC1)N1C[C@@H]2N(CC([C@@H]2C1)(F)F)C(=O)OC(C)(C)C (cis)-tert-Butyl 5-(1-((benzyloxy) carbonyl) cyclopropyl)-3,3-difluorohexahydropyrrolo[3,4-b]pyrrole-1(2H)-carboxylate